(1R,4R)-4-((4-((5-cyclopropyl-1H-pyrazol-3-yl)amino)pyrimidin-2-yl)(methyl)amino)cyclohexane-1-carboxylic acid C1(CC1)C1=CC(=NN1)NC1=NC(=NC=C1)N(C1CCC(CC1)C(=O)O)C